OC1=C(C=C(C=C1C)C(C)(C)C1=CC(=C(C(=C1)C)O)C)C 2,2-bis(4-hydroxy-3,5-dimethylphenyl)propane